1,2,3-trifluoro-bromobenzene FC1=C(C(=C(C=C1)Br)F)F